1-N'-(4-fluorophenyl)-1-N-[4-[6-methoxy-7-(2-methoxyethoxy)pyrido[3,2-d]pyrimidin-4-yl]oxyphenyl]cyclopropane-1,1-dicarboxamide FC1=CC=C(C=C1)NC(=O)C1(CC1)C(=O)NC1=CC=C(C=C1)OC=1C2=C(N=CN1)C=C(C(=N2)OC)OCCOC